tert-butyl 6'-fluoro-5'-(4,4,5,5-tetramethyl-1,3,2-dioxaborolan-2-yl)-3'H-spiro[azetidine-3,1'-isobenzofuran]-1-carboxylate FC1=C(C=C2COC3(C2=C1)CN(C3)C(=O)OC(C)(C)C)B3OC(C(O3)(C)C)(C)C